dihydro-2H-pyrrolo[3',2':5,6]pyrido[2,3-b][1,4]oxazepin N1C2=C(OCCC1)NC=1C(=C2)C=CN1